propyl-azetidin-3-ol tri(isohexyl)cyclohexane-1,2,4-tripropionate C(CCC(C)C)C1C(C(CCC1CCC(=O)O)(CCC(=O)O)CCCC(C)C)(CCC(=O)O)CCCC(C)C.C(CC)N1CC(C1)O